N-[4-[(6-chloro-1,7-naphthyridin-4-yl)amino]phenyl]-2-oxo-1-phenyl-pyridine-3-carboxamide ClC=1C=C2C(=CC=NC2=CN1)NC1=CC=C(C=C1)NC(=O)C=1C(N(C=CC1)C1=CC=CC=C1)=O